C(C)[C@H]1CN(CC1)S(=O)(=O)Cl (R)-3-ethylpyrrolidine-1-sulfonyl chloride